BrC1=CC(=CC(=C1)OC(F)(F)F)OC1CC1 1-bromo-3-(cyclopropyloxy)-5-(trifluoromethoxy)benzene